C1(CCC2=CC=CC=C12)NC1=CC(=CC(=C1)F)F (2,3-dihydro-1H-inden-1-yl)-3,5-difluoroaniline